C(CCCCCCC\C=C/CCCCCCCC)C=1C(=C(C(=C(C1C(=O)O)C(=O)O)CCCCCCCC\C=C/CCCCCCCC)C(=O)O)CCCCCCCC\C=C/CCCCCCCC.CC(CC(=O)NC=1C=C2CCC(NC2=CC1)C1=CC=CC=C1)(C)C 3,3-dimethyl-N-(2-phenyl-1,2,3,4-tetrahydroquinolin-6-yl)butanamide trioleyl-trimellitate